dimethyl 4-(4-(2-(3-((tert-butoxycarbonyl) amino) propoxy) ethyl)-2-nitrophenyl)-2,6-dimethyl-1,4-dihydropyridine-3,5-dicarboxylate C(C)(C)(C)OC(=O)NCCCOCCC1=CC(=C(C=C1)C1C(=C(NC(=C1C(=O)OC)C)C)C(=O)OC)[N+](=O)[O-]